dihydroporphine-6-ethanol C12CCC(N1)=CC1(C=CC(=N1)C=C1C=CC(N1)=CC=1C=CC(N1)=C2)CCO